2,2,8-Trimethyl-2,3,4,5-tetrahydrobenzo[f][1,4]oxazepine CC1(OC2=C(CNC1)C=CC(=C2)C)C